COC(=O)C1=CNC=C(C1C1=CC(=C(C=C1)F)C(F)(F)F)C(=O)OC 4-(4-fluoro-3-(trifluoromethyl)phenyl)-1,4-dihydropyridine-3,5-dicarboxylic acid dimethyl ester